1-Methyl-5-(trifluoromethyl)-1H-pyrazole-4-carbonyl chloride CN1N=CC(=C1C(F)(F)F)C(=O)Cl